FC=1C=CC(=C(C(=O)N(C(C)C)C(C)C)C1)N1C=C(C=2C1=CN=CC2)C2CCNCC2 5-fluoro-2-{3-(piperidin-4-yl)-1H-pyrrolo[2,3-c]pyridin-1-yl}-N,N-di(propan-2-yl)benzamide